1-(tert-butyl) 2-methyl (2S,4R)-4-(2-methoxyethoxy)pyrrolidine-1,2-dicarboxylate COCCO[C@@H]1C[C@H](N(C1)C(=O)OC(C)(C)C)C(=O)OC